C(C=C)(=O)N1CCN(CC1)C1=NC(=NC2=CC(=C(C=C12)C#N)Cl)OC[C@H]1N(CCC1)C (S)-4-(4-acryloylpiperazin-1-yl)-7-chloro-2-((1-methylpyrrolidin-2-yl)methoxy)quinazoline-6-carbonitrile